OC1(C(COC1)CC(=O)[O-])COO 4-hydroxyl-4-(hydroxyl-oxy Methyl)tetrahydrofuran-3-acetate